N1C(NC(C=C1)=O)=O [1H]-pyrimidinedione